IC1(C(C=C(C=C1I)I)CN)CN 2,3,5-triiodoxylylenediamine